COC(=O)N1CCC(CC1)C(=O)O 1-(methoxycarbonyl)piperidine-4-carboxylic acid